N1=C(C=CC=C1)C(CC(=O)C1=NC=CC=C1)=O 1,3-di(pyridin-2-yl)propane-1,3-dione